1-[6-[3-[3-(methoxymethyl)phenyl]-1H-pyrazol-4-yl]-1,5-naphthyridin-3-yl]-N-methyl-piperidin-4-amine COCC=1C=C(C=CC1)C1=NNC=C1C=1N=C2C=C(C=NC2=CC1)N1CCC(CC1)NC